rac-(1R,3S,5r)-cyclohexane-5-d-1,3-diamine [C@@H]1(C[C@H](CC(C1)[2H])N)N |r|